BrC1=CC(=C(C=C1)\C=C(/C(=O)OCC)\C#N)[N+](=O)[O-] ethyl (2Z)-3-(4-bromo-2-nitrophenyl)-2-cyanoprop-2-enoate